4-Chlorophenyl diphenylphosphinodithioate C1(=CC=CC=C1)P(=S)(SC1=CC=C(C=C1)Cl)C1=CC=CC=C1